[OH-].C[NH+](C)C TRIMETHYL-AMMONIUM HYDROXIDE